4-hydroxy-3,5-dimethoxy-benzoic acid OC1=C(C=C(C(=O)O)C=C1OC)OC